ClC1=CC=C(S1)CNC=1C=CC(=C(C1)C1=CC=C(C=C1)N(C)C)NC(CC1=CC=C(C=C1)F)=O N-{5-[(5-Chloro-thiophen-2-ylmethyl)-amino]-4'-dimethylamino-biphenyl-2-yl}-2-(4-fluorophenyl)-acetamide